OCC1CN(CCC1)C(=O)NC(C(NC1=CC=C(C=C1)[Si](C)(C)C)=O)C1=CC=C(C=C1)OC 3-(hydroxymethyl)-N-(1-(4-methoxyphenyl)-2-oxo-2-((4-(trimethylsilyl)phenyl)amino)ethyl)piperidine-1-carboxamide